ClC=1C=C(C)C=C(C1C#N)Cl 3,5-dichloro-4-cyanotoluene